N-(3-Cyano-4-fluorophenyl)-3-hydroxy-2,3,4,5,8,9-hexahydropyrido[4',3':3,4]-pyrazolo[5,1-b][1,3]thiazepine-10(11H)-carboxamide 1-oxide C(#N)C=1C=C(C=CC1F)NC(=O)N1CC=2C(=NN3C2S(CC(CC3)O)=O)CC1